(1R,2S,3R)-1-(2-methyl-4-pyrimidinyl)-1,2,3,4-butantetrol CC1=NC=CC(=N1)[C@H]([C@@H]([C@@H](CO)O)O)O